[CH-]1C=CC=C1.[C-]1(C=CC=C1)C=O.[Fe+2] 1'-ferrocenecarboxaldehyde